(R)-3,4-dichloro-12-oxo-1-(pyrrolidin-1-yl)-6a,7,9,10-tetrahydro-12H-pyrazino[2,1-c]Pyrido[3,4-f][1,4]Oxazepine-8(6H)-carboxylic acid tert-butyl ester C(C)(C)(C)OC(=O)N1C[C@@H]2COC3=C(C(N2CC1)=O)C(=NC(=C3Cl)Cl)N3CCCC3